N-methyl-3-(chloroethyl)aniline CNC1=CC(=CC=C1)CCCl